5-Chloro-N-((1R,4R)-4-(difluoromethoxy)cyclohexyl)-8-(4-morpholinylquinazolin-7-yl)pyrido[4,3-d]pyrimidin-2-amine ClC1=NC=C(C=2N=C(N=CC21)NC2CCC(CC2)OC(F)F)C2=CC=C1C(=NC=NC1=C2)N2CCOCC2